C1(CC1)CC(C(=O)N[C@@H](CC(=O)O)C=1C=C(C=C(C1F)F)C1=C(C=CC=C1C)C)N1C(C=CC(=C1)CCN1CC(C1)F)=O (3S)-3-(3-cyclopropyl-2-(5-(2-(3-fluoroazetidin-1-yl)ethyl)-2-oxopyridin-1(2H)-yl)propanamido)-3-(4,5-difluoro-2',6'-dimethyl-[1,1'-biphenyl]-3-yl)propanoic acid